CC=1C(=NOC1C)C(=O)OCCCN1N=C(C=2C(NCC3(CCOCC3)CC21)=O)CC 3-(3-ethyl-4-oxo-spiro[6,8-dihydro-5H-pyrazolo[4,3-c]azepine-7,4'-tetrahydropyran]-1-yl)propyl 4,5-dimethylisoxazole-3-carboxylate